FC=1C=C(COC2=NC(N3C(N4C5(CC3)CC(C4)C5)=C2)=O)C=C(C1OC=1C=NC(=NC1)C(F)(F)F)F 2-((3,5-difluoro-4-((2-(trifluoromethyl)pyrimidin-5-yl)oxy)benzyl)oxy)-6,7,9,10-tetrahydro-4H,8H-7a,9-methano-pyrimido[1,6-a]pyrrolo[1,2-c]pyrimidine-4-one